NC(C(=O)O)CCC1=CC(=C(C=C1)C(NOC1OCCCC1)=O)OC 2-Amino-4-(3-methoxy-4-(((tetrahydro-2H-pyran-2-yl)oxy)carbamoyl)phenyl)butanoic acid